1-(4-aminobutyl)-3-(4-(2-(4-bromophenyl)propan-2-yl)thiazol-2-yl)urea NCCCCNC(=O)NC=1SC=C(N1)C(C)(C)C1=CC=C(C=C1)Br